(3R,6S)-6-methyl-1-(2-(4-(pyridin-4-yl)phenyl)acetyl)piperidine-3-carboxylic acid C[C@H]1CC[C@H](CN1C(CC1=CC=C(C=C1)C1=CC=NC=C1)=O)C(=O)O